NC(CCN(C([C@@H](F)Cl)=O)NC(=O)[C@H](CC(C)C)NC(=O)C1=CC=2C(=CN=CC2)N1)=O N-[(1S)-1-[[(3-amino-3-oxo-propyl)-[(2S)-2-chloro-2-fluoro-acetyl]amino]carbamoyl]-3-methyl-butyl]-1H-pyrrolo[2,3-c]pyridine-2-carboxamide